3-Benzyl-6-(4-methoxybenzyl)-2,3,4,6-tetrahydropyrido[3,4-c][1,8]naphthyridine C(C1=CC=CC=C1)N1CC2=CN(C=3N=CC=CC3C2=CC1)CC1=CC=C(C=C1)OC